[N+](=O)([O-])C1=C(C=C(C=C1)NCC1=CC=C(C=C1)C(F)(F)F)N 4-Nitro-N1-(4-(trifluoromethyl)benzyl)benzene-1,3-diamine